C(C)(C)(C)OC(=O)NC1CC(CC12CCN(CC2)C(=O)OC(C)(C)C)O tert-butyl 1-((tert-butoxycarbonyl) amino)-3-hydroxy-8-azaspiro[4.5]decane-8-carboxylate